C1N(CCC2=CC=CC=C12)C[C@H](CN1CCOC2=C(C1=O)C=CC(=C2)OC2CN(C2)CC)O 4-[(2R)-3-(3,4-dihydro-1H-isoquinolin-2-yl)-2-hydroxy-propyl]-8-(1-ethylazetidin-3-yl)oxy-2,3-dihydro-1,4-benzoxazepin-5-one